C(C)(C)(C)OC(=O)N(CCCN1C(C(=CC2=C1N=C(N=C2)S(=O)(=O)C)N2CCN(C1=C(C=CC=C21)C)C(=O)OCC2=CC=CC=C2)=O)C benzyl 4-[8-[3-[tert-butoxycarbonyl(methyl)amino]propyl]-2-methylsulfonyl-7-oxo-pyrido[2,3-d]pyrimidin-6-yl]-8-methyl-2,3-dihydroquinoxaline-1-carboxylate